(4-fluorobenzoyl)-N-((2-oxopyrrolidin-3-yl)methyl)piperazine-2-carboxamide FC1=CC=C(C(=O)N2C(CNCC2)C(=O)NCC2C(NCC2)=O)C=C1